COC(=O)C=1CCNCC1F 5-fluoro-1,2,3,6-tetrahydropyridine-4-carboxylic acid methyl ester